FC1(CC(C1)NC(C)=O)F N-(3,3-difluorocyclobutyl)acetamide